tert-Butyl (R)-2-(6-(5-chloro-2-((tetrahydro-2H-pyran-4-yl)amino)pyrimidin-4-yl)-3-oxo-1H-pyrrolo[1,2-c]imidazol-2(3H)-yl)propanoate ClC=1C(=NC(=NC1)NC1CCOCC1)C=1C=C2N(C(N(C2)[C@@H](C(=O)OC(C)(C)C)C)=O)C1